N-octadecenyl-2-ethyl-3-t-butylcarbonyloxy-pyridin-4-one C(=CCCCCCCCCCCCCCCCC)N1C(=C(C(C=C1)=O)OC(=O)C(C)(C)C)CC